2,2-dioxo-1-(3-methylbenzenesulfonyl)-3-phenyl-5-(4-toluenesulfonyl)-4,5-dihydrothieno[3,4-c]quinoline O=S1(C(=C2CN(C=3C=CC=CC3C2=C1S(=O)(=O)C1=CC(=CC=C1)C)S(=O)(=O)C1=CC=C(C)C=C1)C1=CC=CC=C1)=O